1-[2-fluoro-6-[6-(6-methylpyridazin-3-yl)oxypyrazolo[1,5-a]pyridin-3-yl]pyridin-3-yl]ethanol FC1=NC(=CC=C1C(C)O)C=1C=NN2C1C=CC(=C2)OC=2N=NC(=CC2)C